O=S1(NCCOC2=C1C(=CC=C2)C(=O)[O-])=O 1,1-dioxo-3,4-dihydro-5,1lambda6,2-benzoxathiazepine-9-carboxylate